C(C)(C)O i-Propanol